C(C)OC1=NC=CC=C1C1=CC(=C2C(=N1)C(=NN2C(C)C)C)NCC2=CC(=NC=C2)OC 5-(2-ethoxy-3-pyridyl)-1-isopropyl-N-[(2-methoxy-4-pyridyl)methyl]-3-methyl-pyrazolo[4,3-b]pyridin-7-amine